6-amino-2-({3-[2-(4-chlorophenyl)ethyl]-1,2,4-oxadiazol-5-yl}methyl)-4-methyl-2,3-dihydropyridazin-3-one NC=1C=C(C(N(N1)CC1=NC(=NO1)CCC1=CC=C(C=C1)Cl)=O)C